C(C1=CC=CC=C1)(=O)O[C@@H]1[C@H](O[C@@H]([C@H]([C@@H]1OC(C1=CC=CC=C1)=O)OC(C1=CC=CC=C1)=O)CO[Si](C)(C)C(C)(C)C)OCCOC(C1=CC=CC=C1)(C1=CC=C(C=C1)OC)C1=CC=C(C=C1)OC (2S,3S,4S,5R,6R)-2-(2-(bis(4-methoxyphenyl)(phenyl)methoxy)ethoxy)-6-(((tert-butyldimethylsilyl)oxy)methyl)tetrahydro-2H-pyran-3,4,5-triyl tribenzoate